3-(1,1,1-trifluoro-3-hydroxypropan-2-yl)urea FC(C(CO)NC(N)=O)(F)F